1-(4-((4-methyl-3-oxo-piperazin-1-yl)methyl)phenyl)pyrimidine-6-carbonitrile CN1C(CN(CC1)CC1=CC=C(C=C1)N1CN=CC=C1C#N)=O